ClC=1C=C(C=CC1Cl)C1=CC=C(O1)CCNC(=O)C=1NN=C(C1)C(=O)N1CCC(CC1)CCO 5-[4-(2-Hydroxyethyl)piperidine-1-carbonyl]-2H-pyrazole-3-carboxylic acid {2-[5-(3,4-dichlorophenyl)furan-2-yl]ethyl}amide